OC=1C=C(C=CC1OC)C1OC2=C(S(C1)(=O)=O)C=CC=C2 2-(3-hydroxy-4-methoxyphenyl)-2,3-dihydro-1,4-benzoxathiine S,S-Dioxide